ClC1=C(C=C(C=C1)F)C1NC(C2=CC(=CC(=C12)NC(C1=CC(=CC(=C1)C(F)(F)F)F)=O)C=1C=NN(C1)C)C(F)(F)F N-(3-(2-chloro-5-fluorophenyl)-6-(1-methyl-1H-pyrazol-4-yl)-1-(trifluoromethyl)isoindolin-4-yl)-3-fluoro-5-(trifluoromethyl)benzamide